2-(5-cyclopropylpyrimidin-2-yl)-2-methylpropanoic acid C1(CC1)C=1C=NC(=NC1)C(C(=O)O)(C)C